CC=1C=C(CN2CCCCC2)C=CC1C 1-(3,4-dimethylbenzyl)piperidin